C(C(O)C)(=O)OCC(O)CO glycerol monolactate